C(CCCC)OC([C@@H](NP(=O)(OC1=CC=CC=C1)OC[C@H]1O[C@@]([C@@H]([C@@H]1O)O)(C#N)C1=CC=C2C(=NC=NN21)N)CC(=O)OCCCCC)=O N-((((2R,3S,4R,5R)-5-(4-aminopyrrolo[2,1-f][1,2,4]triazine-7-yl)-5-Cyano-3,4-dihydroxytetrahydrofuran-2-yl)methoxy)(phenoxy)phosphoryl)-L-aspartic acid-1,4-dipentyl ester